[I-].[I-].[I-].[K+].[K+].[K+] Potassium Triiodide